C(C)OC(=O)C=1C=C(NC1)C1=CC(=CC=C1)C(F)(F)F (3-(trifluoromethyl)phenyl)Azole-4-carboxylic acid ethyl ester